Copper-palladium-boron [B].[Pd].[Cu]